N-lauroyl-sarcosin sodium [Na].C(CCCCCCCCCCC)(=O)N(C)CC(=O)O